(S)-4-Bromo-N-ethyl-N-(3-methyl-1-(pyrrolidin-1-yl)butan-2-yl)benzamide BrC1=CC=C(C(=O)N([C@H](CN2CCCC2)C(C)C)CC)C=C1